C(CCCCCCCCCCC)OCCOCCOCCO triethylene glycol monolauryl ether